2-pentylpropane-1,3-diyl bis(4-methylbenzenesulfonate) CC1=CC=C(C=C1)S(=O)(=O)OCC(COS(=O)(=O)C1=CC=C(C=C1)C)CCCCC